BrC1=C(C#N)C=CC(=N1)C1=CN=C2N1N=C(C(=C2)OC)C2CC2 2-bromo-6-(6-cyclopropyl-7-methoxyimidazo[1,2-b]pyridazin-3-yl)nicotinonitrile